bis[4-(1,1,3,3-tetramethyl butyl) phenyl]-2,2-bis(3,5-di-tert-butyl-4-hydroxybenzyl)malonate CC(CC(C)(C)C)(C)C1=CC=C(C=C1)OC(C(C(=O)OC1=CC=C(C=C1)C(CC(C)(C)C)(C)C)(CC1=CC(=C(C(=C1)C(C)(C)C)O)C(C)(C)C)CC1=CC(=C(C(=C1)C(C)(C)C)O)C(C)(C)C)=O